C(C)(C)(C)OC(=O)N1[C@H]([C@H](C(C1)(F)F)NS(=O)(=O)CC)CC=1C(=C(C=CC1)C1=CC(=CC=C1)Cl)F (2S,3R)-2-[(3'-chloro-2-fluoro[1,1'-biphenyl]-3-yl)methyl]-3-[(ethanesulfonyl)amino]-4,4-difluoropyrrolidine-1-carboxylic acid tert-butyl ester